7-bromo-4-vinyl-2,3-dihydro-1H-indene-5-carboxylic acid methyl ester COC(=O)C=1C(=C2CCCC2=C(C1)Br)C=C